N1(C(=CC2=CC=CC=C12)C(=O)OC)C(=O)OC(C)(C)C 1-(tert-butyl) 2-methyl 1H-indole-1,2-dicarboxylate